tert-butyl 7-(3-cyano-1-methyl-2-oxo-1,2-dihydroquinolin-4-yl)-2,7-diazaspiro[4.4]nonane-2-carboxylate C(#N)C=1C(N(C2=CC=CC=C2C1N1CC2(CCN(C2)C(=O)OC(C)(C)C)CC1)C)=O